tert-butyl (R)-2-((((1R,4R)-4-(bromomethyl)cyclohexyl)methoxy)methyl)morpholine-4-carboxylate BrCC1CCC(CC1)COC[C@H]1CN(CCO1)C(=O)OC(C)(C)C